N-((1-((5-([4,4'-bipiperidin]-1-ylmethyl)-3',5'-dichloro-[1,1'-biphenyl]-3-yl)methyl)piperidin-4-yl)methyl)-2,2,2-trifluoroacetamide N1(CCC(CC1)C1CCNCC1)CC=1C=C(C=C(C1)C1=CC(=CC(=C1)Cl)Cl)CN1CCC(CC1)CNC(C(F)(F)F)=O